N-(5-methyl-2-(3,3,3-trifluoropropoxy)phenyl)-2-thiocyanatoacetamide CC=1C=CC(=C(C1)NC(CSC#N)=O)OCCC(F)(F)F